trifluoromethyl-pyruvic acid fluoride FC(F)(F)CC(C(=O)F)=O